C(C)(C)(C)OC(=O)NCC1=CC=C(C=N1)NC(=O)C1=CC2=C(OCCC3=C2SC=C3)C=C1C=1C(=NC(=CC1)C(NCCC)=O)C(=O)OC methyl 3-(9-((6-(((tert-butoxycarbonyl)amino)methyl)pyridin-3-yl)carbamoyl)-4,5-dihydrobenzo[b]thieno[2,3-d]oxepin-8-yl)-6-(propylcarbamoyl)picolinate